N-methyl-N-[1-[(2R)-4-(2,6-dioxo-3-piperidinyl)-2-methyl-2,3-dihydro-1,4-benzoxazin-8-yl]-4-piperidinyl]carbamic acid tert-butyl ester C(C)(C)(C)OC(N(C1CCN(CC1)C1=CC=CC=2N(C[C@H](OC21)C)C2C(NC(CC2)=O)=O)C)=O